4'-((N-(2-Methoxyphenyl)pentanamido)methyl)biphenyl COC1=C(C=CC=C1)N(C(CCCC)=O)CC1=CC=C(C=C1)C1=CC=CC=C1